4-chlorophenyl (4-hydroxybutyl) carbonate C(OC1=CC=C(C=C1)Cl)(OCCCCO)=O